N-(4-(4-chlorophenyl)thiazol-2-yl)-4-fluoro-2-(2,2,2-trifluoroacetamido)benzamide ClC1=CC=C(C=C1)C=1N=C(SC1)NC(C1=C(C=C(C=C1)F)NC(C(F)(F)F)=O)=O